C(=O)C1=C(C(=O)NC)C=CC=C1O 2-FORMYL-3-HYDROXY-N-METHYLBENZAMIDE